C(#N)N1C[C@H](CC1)C(=O)NC1=NC=CC(=C1)C1=CC=NC=2N1N=CC2 (S)-1-cyano-N-(4-(pyrazolo[1,5-a]pyrimidin-7-yl)pyridin-2-yl)pyrrolidine-3-carboxamide